COC(CCCCCCC\C=C/C[C@H](O)CCCCCC)=O Methylricinoleat